(Z)-(2',3-dioxo-[2,3'-biindolinylidene]-1'-yl)methyl hydrogen sulfate S(=O)(=O)(OCN1C(\C(\C2=CC=CC=C12)=C\1/NC2=CC=CC=C2C1=O)=O)O